tert-butyl 6-(((tert-butyldimethylsilyl)oxy)(cyano)methyl)-1,4-oxazepane-4-carboxylate [Si](C)(C)(C(C)(C)C)OC(C1CN(CCOC1)C(=O)OC(C)(C)C)C#N